O=C(CNC(=O)N1CCOCC1)NC=1C=C2CC3(C(NC4=NC=CC=C43)=O)CC2=CC1 N-(2-oxo-2-((2'-oxo-1,1',2',3-tetrahydrospiro[indene-2,3'-pyrrolo[2,3-b]pyridin]-5-yl)amino)ethyl)morpholine-4-carboxamide